4-[3-[2,6-Dichloro-4-(1-methylpyrazol-4-yl)benzoyl]-2,4-dihydro-1,3-benzoxazin-8-yl]-5-fluoro-2-(trifluoromethylsulfonyloxy)benzoic acid methyl ester COC(C1=C(C=C(C(=C1)F)C1=CC=CC=2CN(COC21)C(C2=C(C=C(C=C2Cl)C=2C=NN(C2)C)Cl)=O)OS(=O)(=O)C(F)(F)F)=O